methyl 3-amino-4-(((1-(pyridin-4-yl)-1H-pyrazol-3-yl)methyl)sulfonyl)benzoate NC=1C=C(C(=O)OC)C=CC1S(=O)(=O)CC1=NN(C=C1)C1=CC=NC=C1